tert-butyl N-[(1S)-2-oxo-1-tetrahydropyran-4-yl-ethyl]carbamate O=C[C@H](C1CCOCC1)NC(OC(C)(C)C)=O